(1-{4-amino-2-[(2,4-dimethoxybenzyl)sulfamoyl]Phenyl}-1H-pyrazol-4-yl)carbamic acid NC1=CC(=C(C=C1)N1N=CC(=C1)NC(O)=O)S(NCC1=C(C=C(C=C1)OC)OC)(=O)=O